2,2-dipropylaminoacetic acid C(CC)NC(C(=O)O)NCCC